(S)-4-(3-acryloyl-1,2,3,4,4a,5-hexahydrobenzo[b]pyrazino[1,2-d][1,4]oxazin-8-yl)-6-(1-(oxetane-3-ylmethyl)-1H-pyrazol-4-yl)pyrazolo[1,5-a]pyridine-3-carbonitrile C(C=C)(=O)N1C[C@@H]2N(C3=C(OC2)C=C(C=C3)C=3C=2N(C=C(C3)C=3C=NN(C3)CC3COC3)N=CC2C#N)CC1